tert-butyl 3-[[2-chloro-4-[[5-(2,3-difluoro-4-methoxy-phenyl)-1-methyl-imidazole-2-carbonyl] amino]benzoyl] amino]pyrrolidine-1-carboxylate ClC1=C(C(=O)NC2CN(CC2)C(=O)OC(C)(C)C)C=CC(=C1)NC(=O)C=1N(C(=CN1)C1=C(C(=C(C=C1)OC)F)F)C